N,N-dimethyl-1-(phenylthio)indolizin-3-amine CN(C1=CC(=C2C=CC=CN12)SC1=CC=CC=C1)C